4-(4-(5-(((1R,2R,3S,5S)-2-fluoro-8-azabicyclo[3.2.1]octan-3-yl)(methyl)amino)pyrazin-2-yl)-3-hydroxyphenyl)-1,5-dihydro-2H-pyrrol-2-one F[C@@H]1[C@H]2CC[C@@H](C[C@@H]1N(C=1N=CC(=NC1)C1=C(C=C(C=C1)C1=CC(NC1)=O)O)C)N2